FC=1C=C(C(=O)N)C=CC1SC 3-fluoro-4-(methylthio)benzamide